DIPHENYLENE SULFONE C1=CC=C2C(=C1)C3=CC=CC=C3S2(=O)=O